C(C=CC(=O)[O-])(=O)[O-] butene-dioate